2-{[4-({2-[(4-chloro-2-fluorophenoxy)methyl]pyrimidin-4-yl}(cyclopropylmethyl)amino)piperidin-1-yl]methyl}-4-fluoro-1-{[(2S)-oxetan-2-yl]methyl}-1H-1,3-benzodiazole-6-carboxylic acid ClC1=CC(=C(OCC2=NC=CC(=N2)N(C2CCN(CC2)CC2=NC3=C(N2C[C@H]2OCC2)C=C(C=C3F)C(=O)O)CC3CC3)C=C1)F